C(C)(=O)[O-].C[NH+]1C=C(C=C1)C 1,3-Dimethylpyrrolium acetat